C(C)(C)(C)C1=C(C(=CC(=C1)CCCCCCCCCCCC)C(C)(C)C)O 2,6-di-tert-butyl-4-dodecyl-phenol